NC([C@H](C[C@H]1C(NCC1)=O)NC([C@H](C1CC2=CC=CC=C2C1)NC(=O)C=1NC2=CC=CC(=C2C1)OC)=O)=O N-[(1S)-2-[[(1S)-2-amino-2-oxo-1-[[(3S)-2-oxopyrrolidin-3-yl]methyl]ethyl]amino]-1-indan-2-yl-2-oxo-ethyl]-4-methoxy-1H-indole-2-carboxamide